Ethyl 2-methyl-6-oxo-4-phenyl-1-tosyl-1,4,5,6-tetrahydrocyclopenta[b]pyrrole-3-carboxylate CC1=C(C2=C(N1S(=O)(=O)C1=CC=C(C)C=C1)C(CC2C2=CC=CC=C2)=O)C(=O)OCC